N-(4-chlorophenyl)-1-(3-(2-(5-methoxy-indol-3-yl)ethyl)ureidooxy)cyclohexane-1-carboxamide ClC1=CC=C(C=C1)NC(=O)C1(CCCCC1)ONC(=O)NCCC1=CNC2=CC=C(C=C12)OC